C(CCCCCCC\C=C/CCCCCCCC)(=O)O (9Z)-octadeca-9-enoic acid